C(C1=CC=CC=C1)OC1=CC=C2CCNCC2=C1 7-Benzyloxy-1,2,3,4-tetrahydroisochinolin